CN(C1CCC(CC1)NC1=NC=2N(C(C(=NC2C=N1)C1=CC(=C(C=C1)NS(=O)(=O)C1CCC(CC1)(F)F)F)=O)C(C)C)C N-[4-[2-[[4-(dimethyl-amino)cyclohexyl]-amino]-8-isopropyl-7-oxo-pteridin-6-yl]-2-fluoro-phenyl]-4,4-difluorocyclohexane-sulfonamide